C(#N)C1=C(C=CC(=N1)[C@@H]1CC[C@H](CC1)CN(C(=O)[C@@H]1CC[C@H](CC1)N(C(O)=O)C(C)C)C1=NC=CC(=C1)C=1C=NN(C1)C(C)C)OC.SC1=C(C(C(=C(C1=O)S)S)=O)S tetramercaptobenzoquinone trans-4-(((trans-4-(6-Cyano-5-methoxypyridin-2-yl)cyclohexyl)methyl)(4-(1-isopropyl-1H-pyrazol-4-yl)pyridin-2-yl)carbamoyl)cyclohexyl-isopropylcarbamate